methyl 1-(trifluoromethyl)-1H-indazole-5-carboxylate FC(N1N=CC2=CC(=CC=C12)C(=O)OC)(F)F